F[C@H]1C[C@H](N(C1)C(CN1CCC(CC1)NC=1C=C2C=CN=CC2=CC1)=O)C#N (2S,4S)-4-fluoro-1-[2-[4-(6-isoquinolylamino)-1-piperidyl]acetyl]pyrrolidine-2-carbonitrile